C(C)C1(CCC(CC1)(F)F)C(=O)N[C@@H](CCO[C@@H]1C[C@H](C1)CCC1=NC=2NCCCC2C=C1)C(=O)O N-(1-ethyl-4,4-difluorocyclohexane-1-carbonyl)-O-(trans-3-(2-(5,6,7,8-tetrahydro-1,8-naphthyridin-2-yl)ethyl)cyclobutyl)homoserine